C(C)C1NCCC2=C1NC1=CC=CC(=C21)C 1-Ethyl-5-methyl-2,3,4,9-tetrahydro-1H-pyrido[3,4-b]indole